N-[2-(5-hydroxy-1H-indol-3-yl)ethyl]-2-[1-[(4-methylphenyl)methyl]-5-oxopyrrolidin-2-yl]acetamid OC=1C=C2C(=CNC2=CC1)CCNC(CC1N(C(CC1)=O)CC1=CC=C(C=C1)C)=O